CC1=NOC(=C1C=1C=C2C(=NC1)C(=CN2)CC2=NC=CC=C2)C 3,5-dimethyl-4-(3-(pyridin-2-ylmethyl)-1H-pyrrolo[3,2-b]pyridin-6-yl)isoxazole